3-((S)-2-hydroxy-3-((R)-8-(1-methyl-2-oxo-2,3-dihydro-1H-imidazo[4,5-b]pyridin-6-ylsulfonyl)-1-oxa-8-azaspiro[4.5]decan-3-ylamino)propoxy)-N-methylbenzenesulfonamide O[C@H](COC=1C=C(C=CC1)S(=O)(=O)NC)CN[C@H]1COC2(C1)CCN(CC2)S(=O)(=O)C=2C=C1C(=NC2)NC(N1C)=O